3-{5-[4-amino-7-(hydroxymethyl)-5-{4-[(4-methylpyrimidin-2-yl)oxy]phenyl}-7H-pyrrolo[2,3-d]pyrimidin-6-yl]-2-chloropyridin-4-yl}propan-1-ol NC=1C2=C(N=CN1)N(C(=C2C2=CC=C(C=C2)OC2=NC=CC(=N2)C)C=2C(=CC(=NC2)Cl)CCCO)CO